FC(OC=1C(=C(C(=C(C(=O)O[C@H]2[C@@H](OC3=CC(=CC(=C3C2)O)O)C2=CC(=C(C(=C2)O)O)O)C1)F)O)O)F (2S,3R)-5,7-dihydroxy-2-(3,4,5-trihydroxyphenyl)chroman-3-yl 5-(difluoromethoxy)-2-fluoro-3,4-dihydroxybenzoate